4-(5-(4-fluorobenzoyl)pyrimidin-2-yl)-3,6-dihydropyridine-1(2H)-carboxylic acid tert-butyl ester C(C)(C)(C)OC(=O)N1CCC(=CC1)C1=NC=C(C=N1)C(C1=CC=C(C=C1)F)=O